5-(nonadecan-2-yl)-1,2,3-oxadiazol-4(5H)-one CC(CCCCCCCCCCCCCCCCC)C1C(N=NO1)=O